4-methylenecyclohexane-1-ol C=C1CCC(CC1)O